5-cyano-2-(1-methyl-1H-pyrazol-4-yl)-1-((2-(trimethylsilyl)ethoxy)methyl)-1H-pyrrole C(#N)C1=CC=C(N1COCC[Si](C)(C)C)C=1C=NN(C1)C